C(CCCC)OC1=C(C(=O)NC=2C=CC3=C(C(=CS3)C3CCN4CCCCC4CC3)C2)C=CC=C1 5-(2-pentyloxybenzoyl)amino-3-(1-azabicyclo[5.4.0]undecan-4-yl)-benzothiophene